3-(4-(4-(1,4-dimethyl-2-(4-(methylsulfonyl)phenyl)-1H-pyrrolo[3,2-c]pyridin-6-yl)phenyl)piperazin-1-yl)propan-1-ol CN1C(=CC=2C(=NC(=CC21)C2=CC=C(C=C2)N2CCN(CC2)CCCO)C)C2=CC=C(C=C2)S(=O)(=O)C